S(N)([O-])(=O)=O.[Co+2].[Ni+2].S(N)([O-])(=O)=O.S(N)([O-])(=O)=O.S(N)([O-])(=O)=O nickel-cobalt sulfamate